OC[C@H](C1=CC=CC=C1)NC1=CC(=NC=C1C=1OC(=NN1)C1=NC=CC=C1)NC=1N=CC2=C(N1)C(OB2O)(C)C (S)-5-((4-((2-hydroxy-1-phenylethyl)amino)-5-(5-(pyridin-2-yl)-1,3,4-oxadiazol-2-yl)pyridin-2-yl)amino)-3,3-dimethyl-[1,2]oxaborolo[4,3-d]pyrimidin-1(3H)-ol